5-(difluoromethoxy)-3-fluoro-N,N-bis[(4-methoxyphenyl)methyl]pyridin-2-amine FC(OC=1C=C(C(=NC1)N(CC1=CC=C(C=C1)OC)CC1=CC=C(C=C1)OC)F)F